1-(tert-butyl) 4-ethyl 2,3-dihydro-1H-pyrrolo[3,2-c]pyridine-1,4-dicarboxylate N1(CCC=2C(=NC=CC21)C(=O)OCC)C(=O)OC(C)(C)C